COC=1C=C2[C@]3(ONC2=CC1)[C@@H](C3)C3=CC=C1C(=NNC1=C3)/C=C/C3=CC=C(CN1CCC(CC1)(C(=O)N)C)C=C3 1-(4-((E)-2-(6-((1r,2s)-5'-methoxy-2'-oxaspiro[cyclopropan-1,3'-indolin]-2-yl)-1H-indazol-3-yl)vinyl)benzyl)-4-methylpiperidine-4-carboxamide